CN1CCN(CC1)C(=O)C=1C=NN2C1C=C(C=C2)C2=CNC1=NC=C(C=C12)C=1C=NC(=CC1)N1CCN(CC1)C (4-methylpiperazin-1-yl)(5-(5-(6-(4-methylpiperazin-1-yl)pyridin-3-yl)-1H-pyrrolo[2,3-b]pyridin-3-yl)pyrazolo[1,5-a]pyridin-3-yl)methanone